4,4',4''-Methanetriyltris(N,N-dimethylaniline) C(C1=CC=C(N(C)C)C=C1)(C1=CC=C(N(C)C)C=C1)C1=CC=C(N(C)C)C=C1